2-(3-(Tert-butoxycarbonyl)phenyl)thiazole-4-carboxylic acid C(C)(C)(C)OC(=O)C=1C=C(C=CC1)C=1SC=C(N1)C(=O)O